C1(CC1)N1N=CC(=C1)C=1C=C(C=CC1)N(C(=O)[C@@H]1CC[C@H](CC1)CNC(OC)=O)C[C@@H]1CC[C@H](CC1)C1=CC(=C(C=C1)OC)C Methyl ((trans-4-((3-(1-cyclopropyl-1H-pyrazol-4-yl)phenyl)((trans-4-(4-methoxy-3-methylphenyl)cyclohexyl) methyl) carbamoyl)cyclohexyl) methyl)carbamate